COC=1C=C(C=C(C1OC)OC)C1(SCCCS1)/C=C/C1=CNC2=CC=CC=C12 (E)-3-(2-(2-(3,4,5-trimethoxyphenyl)-1,3-dithian-2-yl)vinyl)-1H-indole